C(C)OC(\C=C\C=1C=C2CCC(C2=CC1)NS(=O)(=O)C1=CC(=CC(=C1)C(F)(F)F)C(F)(F)F)=O.OC(CN1CCN(CC1)CC(C)O)C N,N'-bis(2-hydroxypropyl)piperazine ethyl-(E)-3-(1-((3,5-bis(trifluoromethyl)phenyl)sulfonamido)-2,3-dihydro-1H-inden-5-yl)acrylate